4-(2-hydrazinoquinazolin-4-yl)-3,4-dihydro-2H-benzo[b][1,4]oxazine N(N)C1=NC2=CC=CC=C2C(=N1)N1C2=C(OCC1)C=CC=C2